ClC1=C(CN[C@H](C(=O)O)CC2=CC(=CC=C2)S(=O)(=O)C)C(=CC(=C1)C#CP(=O)(C1=CC(=CC=C1)OC)O)Cl (2s)-2-(2,6-dichloro-4-((hydroxy(3-methoxyphenyl)phosphoryl)ethynyl)benzylamino)-3-(3-(methylsulfonyl)phenyl)propionic acid